C1(CC1)C=1C(=NC(=NC1)SC)C#N 5-cyclopropyl-2-(methylthio)pyrimidine-4-carbonitrile